CN1N=CC(=C1)C1=NC=CC(=C1)CC=1C=CC(=NC1)N 5-((2-(1-methyl-1H-pyrazol-4-yl)pyridin-4-yl)methyl)pyridin-2-amine